4-Chloro-5-methoxy-tricyclo[6.2.1.02,7]undeca-2(7),3,5,9-tetraene ClC1=CC=2C3C=CC(C2C=C1OC)C3